BrC1=C(C(=O)O)C=C(C(=C1OC)OC)OC 2-bromo-3,4,5-trimethoxybenzoic acid